triglycerol monobehenate C(CCCCCCCCCCCCCCCCCCCCC)(=O)O.OCC(O)CO.OCC(O)CO.OCC(O)CO